3-oxo-2-(2,4,6-trifluorophenyl)butyric acid methyl ester COC(C(C(C)=O)C1=C(C=C(C=C1F)F)F)=O